CN(C1CN(CC1)C=1C=C2C(=NC1)C=C(O2)C(=O)NC=2C=C(C=1N(C2)C=C(N1)C)F)C 6-[3-(dimethylamino)pyrrolidin-1-yl]-N-(8-fluoro-2-methyl-imidazo[1,2-a]pyridin-6-yl)furo[3,2-B]pyridine-2-carboxamide